C(C)(C)(C)OC(=O)NCCC1(CCC1)CC([C@@H](C)NC(OC(C)(C)C)=O)CN1C(C2=CC=CC=C2C1=O)=O tert-butyl ((2R)-4-(1-(2-((tert-butoxycarbonyl)amino)ethyl)cyclobutyl)-3-((1,3-dioxoisoindolin-2-yl)methyl)butan-2-yl)carbamate